BrC1=CC=C(C(=O)NNC(C(=O)OCC)=O)C=C1 ethyl 2-(2-(4-bromobenzoyl) hydrazino)-2-oxoacetate